(2S,4R)-1-(2-(3-Acetyl-5-(2-((1,1-dioxidothietan-3-yl)oxy)pyrimidin-5-yl)-1H-indazol-1-yl)acetyl)-N-(6-bromo-3-methylpyridin-2-yl)-4-fluoropyrrolidine-2-carboxamide C(C)(=O)C1=NN(C2=CC=C(C=C12)C=1C=NC(=NC1)OC1CS(C1)(=O)=O)CC(=O)N1[C@@H](C[C@H](C1)F)C(=O)NC1=NC(=CC=C1C)Br